C12CN(CC(CC1)O2)C2=NC1=C(N2C(=O)NCCC(C)C)C=CC=C1 (8-Oxa-3-azabicyclo[3.2.1]octan-3-yl)-N-isopentyl-1H-benzo[d]imidazole-1-carboxamide